N(C(=N)N)NC(C(=O)O)C1=CC=CC=C1 2-(carbamimidamido-amino)-2-phenylacetic acid